7-(imidazo[1,2-b]pyridazin-3-ylethynyl)-N6,N6-dimethyl-N3-(3-(trifluoromethyl)phenyl)benzo[d]isoxazole-3,6-diamine N=1C=C(N2N=CC=CC21)C#CC2=C(C=CC=1C(=NOC12)NC1=CC(=CC=C1)C(F)(F)F)N(C)C